2-(4-(2-Chloro-6-fluorophenoxy)-5-((1,1,1-trifluoropropan-2-yl)oxy)pyrido[3,4-d]pyridazin-7-yl)-4-ethyl-5-(hydroxymethyl)-2,4-dihydro-3H-1,2,4-triazol-3-one ClC1=C(OC=2N=NC=C3C2C(=NC(=C3)N3N=C(N(C3=O)CC)CO)OC(C(F)(F)F)C)C(=CC=C1)F